BrC=1C=NN2C1N=C(C=C2C2=CC=NN2)N2[C@@H](COCC2)C (3R)-4-[3-bromo-7-(1H-pyrazol-5-yl)pyrazolo[1,5-a]pyrimidin-5-yl]-3-methylmorpholine